2H-pyrazino[1,2-a]pyrazin-1(6H)-one dihydrochloride Cl.Cl.C1(C=2N(C=CN1)CC=NC2)=O